ClC1=CC=C(C=C1)CNC(=O)C=1C(=NC(=CC1C)N1CCOCC1)CCC N-[(4-Chlorophenyl)-methyl]-4-methyl-6-morpholin-4-yl-2-propyl-pyridine-3-carboxylic acid amide